N(N)C(=O)C=1C=CC(=NC1)CN(S(=O)(=O)C1CCN(CC1)C)C1=CC=CC=C1 N-((5-(hydrazinecarbonyl)pyridin-2-yl)methyl)-1-methyl-N-phenylpiperidine-4-sulfonamide